N-(3-(2-(4-(2,3-dichlorophenyl)piperazin-1-yl)ethyl)cyclobutyl)-3-methylisothiazole-5-carboxamide ClC1=C(C=CC=C1Cl)N1CCN(CC1)CCC1CC(C1)NC(=O)C1=CC(=NS1)C